[Na+].[Na+].[Na+].N[C@H](C(=O)N1CC(C1)OC1=C(C=2O[B-](CCC2C=C1)(O)O)C(=O)O)CC(=O)O.N[C@H](C(=O)N1CC(C1)OC1=C(C=2O[B-](CCC2C=C1)(O)O)C(=O)O)CC(=O)O.N[C@H](C(=O)N1CC(C1)OC1=C(C=2O[B-](CCC2C=C1)(O)O)C(=O)O)CC(=O)O 8-({1-[(2S)-2-amino-3-carboxypropanoyl]azetidin-3-yl}oxy)-4,4-dihydroxy-5-oxa-4-boranuidabicyclo[4.4.0]deca-1(6),7,9-triene-7-carboxylic acid trisodium salt